Tert-butyl (12aR)-9-(2-chloro-6-hydroxyphenyl)-7,10-difluoro-8-[(trimethylsilyl)ethynyl]-3,4,12,12a-tetrahydro-6H-pyrazino[2,1-c][1,4]benzoxazepine-2(1H)-carboxylate ClC1=C(C(=CC=C1)O)C1=C(C2=C(CN3[C@@H](CO2)CN(CC3)C(=O)OC(C)(C)C)C(=C1C#C[Si](C)(C)C)F)F